(S)-N-(6-(5-cyclopropyl-1,2,4-oxadiazol-3-yl)-2,3-dihydrobenzofuran-3-yl)-2-methyl-2H-tetrazole-5-carboxamide C1(CC1)C1=NC(=NO1)C1=CC2=C([C@@H](CO2)NC(=O)C=2N=NN(N2)C)C=C1